N-(3-(2'-fluoro-[1,1'-biphenyl]-4-yl)propyl)pyridazine-3-carboxamide FC1=C(C=CC=C1)C1=CC=C(C=C1)CCCNC(=O)C=1N=NC=CC1